C1=CC=CC2=C1C1=C(CCO2)C=CC=C1 5,7-dihydrodibenzoxepin